indolyl-(indoline) N1C(=CC2=CC=CC=C12)N1CCC2=CC=CC=C12